[Si](C)(C)(C(C)(C)C)OCCN1N=C(C(=C1CN([C@H](CO)C)CC)I)OCC (2S)-2-[[2-[2-[tert-butyl(dimethyl)silyl]oxyethyl]-5-ethoxy-4-iodo-pyrazol-3-yl]methyl-ethyl-amino]propan-1-ol